O=C1NC(CCC1N1C(C2=CC=C(C=C2C1=O)OCCOCCN(C(OC(C)(C)C)=O)C1=NC=C(C=C1)C1=CC=C(C=C1)C=1SC2=C(N1)C=CC(=C2)N(C)C)=O)=O tert-butyl N-[2-[2-[2-[2,6-bis(oxo)-piperidin-3-yl]-1,3-bis(oxo)isoindol-5-yl]oxyethoxy]ethyl]-N-[5-[4-[6-(dimethyl-amino)-1,3-benzothiazol-2-yl]phenyl]pyridin-2-yl]carbamate